NC1=C(C(=NC=N1)C1=CC(=C(CNC(=O)C2=NOC(=N2)C(C)(C)C)C=C1)C)OCCN(C(C=C)=O)C N-(4-(6-amino-5-(2-(N-methylacrylamido)ethoxy)pyrimidin-4-yl)-2-methylbenzyl)-5-(tert-butyl)1,2,4-oxadiazole-3-carboxamide